2-(4-chlorophenyl)-N,N-dimethylacetamide ClC1=CC=C(C=C1)CC(=O)N(C)C